propyl-2-hydroxy-4-((S)-2-oxopiperidin-3-yl)butanamide C(CC)C(C(=O)N)(CC[C@H]1C(NCCC1)=O)O